4,6-Dichloro-2-[5-(2-phenylpropan-2-yl)-1,3-oxazol-2-yl]pyrimidine ClC1=NC(=NC(=C1)Cl)C=1OC(=CN1)C(C)(C)C1=CC=CC=C1